(R)-2-(1-methylpyrrolidin-2-yl)-1-((2-(trimethylsilyl)ethoxy)methyl)-1H-pyrrolo[3,2-c]pyridin-6-amine CN1[C@H](CCC1)C1=CC=2C=NC(=CC2N1COCC[Si](C)(C)C)N